OC=1C=CC=C2NC=C(CCN(CC)C)C12 4-hydroxy-methylethyltryptamine